dinonyl 8,8'-((2-chloroethyl)azanediyl)dioctanoate ClCCN(CCCCCCCC(=O)OCCCCCCCCC)CCCCCCCC(=O)OCCCCCCCCC